CN1C2CN(CC1CC2)C2=CC=CC=1NC=NC12 4-(8-methyl-3,8-diazabicyclo[3.2.1]Oct-3-yl)-1H-benzo[d]Imidazole